BrC1=NN2C(N=C(C=C2NC[C@]2(C[C@@H](CC2)NC)C=2C=NC=CC2)C(F)(F)F)=C1 2-bromo-N-(((1R,3R)-3-(methylamino)-1-(pyridin-3-yl)cyclopentyl)methyl)-5-(trifluoromethyl)pyrazolo[1,5-a]pyrimidin-7-amine